N-({5-chloro-6-[(1,3-thiazol-4-yl)methoxy]-2-indolyl}methyl)-3-hydroxy-1-pyrrolidinecarboxamide ClC=1C=C2C=C(NC2=CC1OCC=1N=CSC1)CNC(=O)N1CC(CC1)O